ClC=1C(=CC(=NC1)C(=O)N1C[C@@H](C([C@@H](C1)C)(F)F)C)NC1=CC2=C(N(C(N2CCC(C)(C)O)=O)C)C=C1 5-((5-chloro-2-((3s,5r)-4,4-difluoro-3,5-dimethylpiperidine-1-carbonyl)pyridin-4-yl)amino)-3-(3-hydroxy-3-methylbutyl)-1-methyl-1,3-dihydro-2H-benzo[d]imidazol-2-one